4-[[4-pyridinyl]phenyl]benzenesulfonamide N1=CC=C(C=C1)C1=C(C=CC=C1)C1=CC=C(C=C1)S(=O)(=O)N